2-(3-oxomorpholino)propionic acid O=C1COCCN1C(C(=O)O)C